(3R)-7-hydroxy-N-{(1S)-2-methyl-1-[(4-methylpiperazin-1-yl)methyl]Propyl}-1,2,3,4-tetrahydroisoquinoline-3-carboxamide OC1=CC=C2C[C@@H](NCC2=C1)C(=O)N[C@@H](C(C)C)CN1CCN(CC1)C